4-((piperidine-4-ylmethoxy)methyl-d2)Piperidine-1-carboxylic acid tert-butyl ester C(C)(C)(C)OC(=O)N1CCC(CC1)C([2H])([2H])OCC1CCNCC1